C1(CC1)C1=NC(=CC(=N1)C(=O)NC1=CC(=CC=C1)N1N=C(C=C1C1=NN=CN1C)C)C 2-cyclopropyl-6-methyl-N-(3-(3-methyl-5-(4-methyl-4H-1,2,4-triazol-3-yl)-1H-pyrazol-1-yl)phenyl)pyrimidine-4-carboxamide